C(C=C)O[C@@H]1[C@H](C[C@@H](OC1)C(=O)N1[C@H](C2=CC=CC=C2CC1)C1=CC=C(C=C1)F)N=[N+]=[N-] ((2R,4S,5R)-5-(allyloxy)-4-azidotetrahydro-2H-pyran-2-yl)((S)-1-(4-fluorophenyl)-3,4-dihydroisoquinolin-2(1H)-yl)methanone